2'-methylbiphenyl-3-yl-piperidin-4-one CC1=C(C=CC=C1)C1=CC(=CC=C1)N1CCC(CC1)=O